C(CCCCCCC\C=C/CCCCCCCC)(=O)OC[C@@H](OC(CCCCCCC\C=C/CCCCCCCC)=O)COP(=O)(O)N[C@@H](COP(=O)(O)O)C(=O)O 1,2-dioleoyl-sn-glycero-3-phospho-3-phospho-serine